ClC=1C=C2C(=NC1C1=CC=C(C=C1)C1=CC=C(C=C1)C=O)N=C(N2)OC=2C=CC(=C(C(=O)OC)C2)C methyl 5-((6-chloro-5-(4'-formyl-[1,1'-biphenyl]-4-yl)-1H-imidazo[4,5-b]pyridine-2-yl)oxy)-2-methylbenzoate